CNC1CNCCC1 3-(methylamino)piperidine